C(C1=CC=CC=C1)(=O)C=1C(=CC(=C(C1)S(=O)(=O)O)OC)O 5-Benzoyl-4-hydroxy-2-methoxybenzenesulphonic acid